N-[2-oxo-2-(2,2,2-trifluoroethylamino)ethyl]-4-[(5R)-5-[3-chloro-2-fluoro-5-(trifluoromethyl)phenyl]-5-(trifluoromethyl)-4H-isoxazol-3-yl]naphthalene-1-carboxamide O=C(CNC(=O)C1=CC=C(C2=CC=CC=C12)C1=NO[C@@](C1)(C(F)(F)F)C1=C(C(=CC(=C1)C(F)(F)F)Cl)F)NCC(F)(F)F